N-(3-((6-(2,6-dichloro-3,5-dimethoxyphenyl)pyrido[3,4-d]pyrimidin-2-yl)amino)-1-(2-methoxyethyl)-1H-pyrazol-4-yl)acrylamide ClC1=C(C(=C(C=C1OC)OC)Cl)C1=CC2=C(N=C(N=C2)NC2=NN(C=C2NC(C=C)=O)CCOC)C=N1